2-((1r,4r)-4-(3-bromo-2-methylphenoxy)cyclohexyl)acetaldehyde BrC=1C(=C(OC2CCC(CC2)CC=O)C=CC1)C